Racemic-1-(2-oxo-4-(o-tolyl)-2H-pyrano[2,3-b]pyridin-7-yl)pyrrolidine-3-carboxamide O=C1C=C(C=2C(=NC(=CC2)N2C[C@@H](CC2)C(=O)N)O1)C1=C(C=CC=C1)C |r|